C1(=CC=C(C=C1)C1=CC=CC=C1)C(=O)NC1=CC=CC=C1 4,4'-biphenylanilide